(3-(Pentadecyloxy)-5-(undecyloxy)phenyl)methanol C(CCCCCCCCCCCCCC)OC=1C=C(C=C(C1)OCCCCCCCCCCC)CO